1,2-dibromochlorobenzene BrC1=C(C(=CC=C1)Cl)Br